COC1=CC(=C(C(=C1C(=O)OCC)C)C)OCOC ethyl 6-methoxy-4-(methoxymethoxy)-2,3-dimethylbenzoate